FC1=C(C=CC(=C1C)F)N(C(=O)[C@H]1N(C(CC1)=O)C1=NC(=CC(=C1)C(F)(F)F)C)CC#CCN1CCOCC1 (S)-N-(2,4-difluoro-3-methylphenyl)-1-(6-methyl-4-(trifluoromethyl)pyridin-2-yl)-N-(4-morpholinobut-2-yn-1-yl)-5-oxopyrrolidine-2-carboxamide